4-hydroxy-1,5-dimethyl-pyrazol OC=1C=NN(C1C)C